(R)-2-chloro-N-(5-chloro-6-(difluoromethoxy)pyridin-3-yl)-8-(difluoromethyl)-8-methyl-7,8-dihydro-6H-pyrazolo[1,5-a]pyrrolo[2,3-e]pyrimidine-6-carboxamide ClC1=NN2C(N=CC3=C2[C@](CN3C(=O)NC=3C=NC(=C(C3)Cl)OC(F)F)(C)C(F)F)=C1